C(C)N(CCN[Si](C)(C)C(C)(C)C)CC [2-(diethylamino)ethyl](t-butyldimethylsilyl)amine